4-methoxy-5-{[3-(trifluoromethyl)-cyclobutyl]methoxy}-pyridine-2-carboxylic acid methyl ester COC(=O)C1=NC=C(C(=C1)OC)OCC1CC(C1)C(F)(F)F